N-(azetidin-3-yl)-5-((2-(2-cyano-4-fluorophenyl)-2-azaspiro[3.3]heptan-6-yl)oxy)-2'-ethoxy-[2,3'-bipyridine]-6-carboxamide TFA salt OC(=O)C(F)(F)F.N1CC(C1)NC(=O)C1=C(C=CC(=N1)C=1C(=NC=CC1)OCC)OC1CC2(CN(C2)C2=C(C=C(C=C2)F)C#N)C1